(S)-(1,2-dimethylpyrrolidin-2-yl)methanol tert-butyl-8-[6-(2,6-dioxo-3-piperidyl)-5-oxo-7H-pyrrolo[3,4-b]pyridin-3-yl]-2,8-diazaspiro[4.5]decane-2-carboxylate C(C)(C)(C)C1N(CCC12CCN(CC2)C=2C=C1C(=NC2)CN(C1=O)C1C(NC(CC1)=O)=O)C(=O)OC[C@]1(N(CCC1)C)C